CC=1N=C(SC1C(=O)OCCCC1=CC=C(C=C1)OC)NC(CCNC(C1=CC(=CC=C1)C1=NOC(=N1)C)=O)=O 3-(4-methoxyphenyl)propyl 4-methyl-2-(3-(3-(5-methyl-1,2,4-oxadiazol-3-yl)benzamido)propanamido)thiazole-5-carboxylate